6-[4-Phenylmethyloxy-2-fluoro-3-(trifluoromethyl)phenyl]-5-methyl-4,5-dihydro-2H-pyridazin-3-one C1(=CC=CC=C1)COC1=C(C(=C(C=C1)C=1C(CC(NN1)=O)C)F)C(F)(F)F